4-(2,2-Dibromovinyl)-N,N-bis(4-methoxybenzyl)piperidine-1-sulfonamide BrC(=CC1CCN(CC1)S(=O)(=O)N(CC1=CC=C(C=C1)OC)CC1=CC=C(C=C1)OC)Br